(1'R,2'R)-2,6-dihydroxy-5'-methyl-2'-(prop-1-en-2-yl)-4-propyl-1',2',3',4'-tetrahydro-[1,1'-biphenyl]-3-carboxylic acid OC1=C(C(=CC(=C1C(=O)O)CCC)O)[C@H]1[C@@H](CCC(=C1)C)C(=C)C